CC(CC)CC(CCCC)C 3,5-dimethylnonane